[Ti+3].ClC=1C=C2C(=CC(=NC2=CC1)C(F)(F)F)N[C@@H]1C[C@@H](CCC1)NC(C1=CC(=CC=C1)NS(=O)(=O)C(F)(F)F)=O N-[(1R,3S)-3-{[6-chloro-2-(trifluoromethyl)quinolin-4-yl]amino}cyclohexyl]-3-(trifluoromethanesulfonyl-amino)benzamide titanium(III)